C(CCCC)OC(NC1=CC=C(C=C1)[C@@H]1N([C@H](CC2=CC(=CC=C12)OC)CCCC)C(C#C[Si](C)(C)C)=O)=O N-{4-[(1S,3S)-3-butyl-6-methoxy-2-[3-(trimethylsilyl)prop-2-ynoyl]-1,2,3,4-tetrahydroisoquinoline-1-yl]phenyl}carbamic acid pentyl ester